1-methylimidazo[1,5-a]pyridine-7-carboxylic acid CC=1N=CN2C1C=C(C=C2)C(=O)O